FC1=CC(=C(C=C1)N1CN(C(C2=CC=C(C=C12)NC)=O)C=1C(=NC(=CC1)OC)C)C 1-(4-Fluoro-2-methylphenyl)-3-(6-methoxy-2-methylpyridin-3-yl)-7-(methylamino)-2,3-dihydroquinazolin-4(1H)-one